1,6-bis[4-(trimethylgermylcarbonyl)phenoxy]hexane C[Ge](C(=O)C1=CC=C(OCCCCCCOC2=CC=C(C=C2)C(=O)[Ge](C)(C)C)C=C1)(C)C